C(CCC)P(CCCC)CCCC tri-normal butylphosphine